C(C)(C)(C)C1=CC=C(C=C1)C=1OC2=CC=CC=C2C(C1OCC(=O)NC=1SC2=C(N1)C(=CC=C2)C)=O 2-((2-(4-(tert-butyl)phenyl)-4-oxo-4H-chromen-3-yl)oxy)-N-(4-methylbenzo[d]thiazol-2-yl)acetamide